O[C@H](C)[C@@H]1[C@H]2CC(=C(N2C1=O)C(=O)O)SCCNC=N (5R,6S)-6-[(1R)-1-hydroxyethyl]-3-({2-[(iminomethyl)amino]ethyl}thio)-7-oxo-1-azabicyclo[3.2.0]hept-2-ene-2-carboxylic acid